5-(4-(6-isopropyl-2,6-diazaspiro[3.3]heptan-2-yl)phenyl)-3-methyl-2-(4-(methylsulfonyl)phenyl)-3H-imidazo[4,5-b]pyridine C(C)(C)N1CC2(CN(C2)C2=CC=C(C=C2)C2=CC=C3C(=N2)N(C(=N3)C3=CC=C(C=C3)S(=O)(=O)C)C)C1